C(=O)NCC(=N)NC1[C@H](O)[C@H](O)[C@H](O1)COP(=O)(O)O c-2-(Formamido)-N1-(5-phospho-D-ribosyl)acetamidine